ClC=1C=C(C=CC1)N1N=CC(=C1)NC1=NC(=C(C=2N=C(N=CC21)OC[C@]21CCCN1C[C@@H](C2)F)F)C2=CC(=CC1=CC=C(C(=C21)C#C)F)O 4-(5-((1-(3-chlorophenyl)-1H-pyrazol-4-yl)amino)-8-fluoro-2-(((2R,7aS)-2-fluorotetrahydro-1H-pyrrolizin-7a(5H)-yl)methoxy)pyrido[4,3-d]pyrimidin-7-yl)-5-ethynyl-6-fluoronaphthalen-2-ol